4,5-dimethoxy-2-(tributylstannyl)pyridine COC1=CC(=NC=C1OC)[Sn](CCCC)(CCCC)CCCC